4-(5-cyclopropyl-1,2,4-oxadiazol-3-yl)-N-[(1R,6S)-6-{[(3R)-4,4-difluoro-1-(propan-2-yl)pyrrolidin-3-yl]oxy}-2,2-difluorocyclohexyl]-4-methylpiperidine-1-carboxamide C1(CC1)C1=NC(=NO1)C1(CCN(CC1)C(=O)N[C@H]1C(CCC[C@@H]1O[C@@H]1CN(CC1(F)F)C(C)C)(F)F)C